1,1'-oxydibenzene 3,3,3-Trifluoro-2,2-dimethylpropyl-((4-nitrophenoxy)(phenoxy)phosphoryl)-L-alaninate FC(C(CN([C@@H](C)C(=O)O)P(=O)(OC1=CC=CC=C1)OC1=CC=C(C=C1)[N+](=O)[O-])(C)C)(F)F.O(C1=CC=CC=C1)C1=CC=CC=C1